OC(CC(=O)[O-])CC L-β-hydroxypentanoate